5-(methylamino)nicotinamide CNC=1C=NC=C(C(=O)N)C1